C(C)(C)(CC)C(CCCP)C(C)(C)CC Di-tert-amylbutylphosphine